(R)-1-aminobutane-2-ol NC[C@@H](CC)O